ClC1=CC=C(C=C1)C=1C=C2C(=NC1)NC(N2CC2=CC=C(C=C2)C(C)C)=O 6-(4-chlorophenyl)-1-[(4-isopropylphenyl)methyl]-3H-imidazo[4,5-b]pyridin-2-one